(2-(Benzyloxy)-4,6-dihydroxyphenyl)(8-(pyrazin-2-ylamino)-3,4-dihydroisoquinolin-2(1H)-yl)methanone C(C1=CC=CC=C1)OC1=C(C(=CC(=C1)O)O)C(=O)N1CC2=C(C=CC=C2CC1)NC1=NC=CN=C1